3-(3-((2-((4-methyl-1-(1-methylpiperidin-4-yl)-1H-pyrazol-3-yl)amino)-5-(trifluoromethyl)pyrimidin-4-yl)amino)propyl)-1,3-oxazinan-2-one CC=1C(=NN(C1)C1CCN(CC1)C)NC1=NC=C(C(=N1)NCCCN1C(OCCC1)=O)C(F)(F)F